BrC1=C(C=C2C(=NC(=NC2=C1OC1CC1)OC[C@H]1N(CCC1)C)N1CCN(CC1)C(=O)[O-])OC (S)-4-(7-bromo-8-cyclopropoxy-6-methoxy-2-((1-methylpyrrolidin-2-yl)methoxy)quinazolin-4-yl)piperazin-1-carboxylate